4-bromo-1,2-diphenyl-1H-benzo[d]Imidazole BrC1=CC=CC=2N(C(=NC21)C2=CC=CC=C2)C2=CC=CC=C2